6-bromo-N-(2-(4,4-difluoropiperidin-1-yl)-6-methylpyrimidin-4-yl)4-(6-azaspiro[2.5]oct-6-yl)benzo[d]isoxazol-3-amine BrC1=CC2=C(C(=NO2)NC2=NC(=NC(=C2)C)N2CCC(CC2)(F)F)C(=C1)N1CCC2(CC2)CC1